FC(C(C(C(C(C(C(F)(F)F)(C(F)(F)F)F)(F)F)(F)F)(F)F)(F)F)(O)F perfluoroisooctanol